NC=1C(=CC2=CC3=C(OC(O3)(C)C3=CC=C(C=C3)Cl)C=C2C1)C(C)(C)O 2-(7-amino-2-(4-chlorophenyl)-2-methyl-naphtho[2,3-d][1,3]dioxolan-6-yl)propan-2-ol